CC[C@H](C1=CC=CC=C1)N=C=O (R)-(+)-1-phenylpropyl isocyanate